C(C)(C)(C)OC(=O)[C@H]1CN(CC1)CC(=O)O (R)-2-(3-(tert-butoxycarbonyl)pyrrolidin-1-yl)acetic acid